tri(3-methylbutyl) cyclohexane-1,3,5-tripropionate C1(CC(CC(C1)CCC(=O)OCCC(C)C)CCC(=O)OCCC(C)C)CCC(=O)OCCC(C)C